N[C@H](C=1OC2=C(N1)C=C(C=C2)[C@@H](COC)N2C(NCC2)=O)C2CCC(CC2)(F)F 1-((S)-1-(2-((S)-amino(4,4-difluorocyclohexyl)methyl)benzo[d]oxazol-5-yl)-2-methoxyethyl)imidazolidin-2-one